N-(5-fluoro-3-(6-(4-formylphenyl)-7H-pyrrolo[2,3-d]pyrimidin-4-yl)-2-methylphenyl)-3-hydroxy-4-isobutylpyrrolidine-1-carboxamide FC=1C=C(C(=C(C1)NC(=O)N1CC(C(C1)CC(C)C)O)C)C=1C2=C(N=CN1)NC(=C2)C2=CC=C(C=C2)C=O